dioxopyrrolidin-1-yl N2,N6-bis((benzyloxy)carbonyl)-L-lysinate C(C1=CC=CC=C1)OC(=O)N[C@@H](CCCCNC(=O)OCC1=CC=CC=C1)C(=O)ON1C(C(CC1)=O)=O